O=C1NC(CCC1N1CC2=CC(=C(C=C2C1=O)C#N)F)=O 2-(2,6-dioxopiperidin-3-yl)-6-fluoro-3-oxoisoindoline-5-carbonitrile